C(C)(=O)NC1=C(C(=O)OC)C=C(C(=C1)Cl)C(F)(F)F methyl 2-acetamido-4-chloro-5-(trifluoromethyl)benzoate